C1(=CC=CC=C1)CS(=O)(=O)OC1=C(O[C@@](C1=O)([2H])C1=CC=C(C=C1)C(F)(F)F)N (S)-2-amino-4-oxo-5-(4-(trifluoromethyl)phenyl)-4,5-dihydrofuran-3-yl-5-d phenylmethanesulfonate